FC=1C=C2C(=NNC2=CC1OCCOC)C1=CC(=NO1)C1=CC=C(C=C1)C(=O)N1CC(C1)C1=NC=NC=C1 5-Fluoro-6-(2-methoxyethoxy)-3-(3-{4-[3-(pyrimidin-4-yl)azetidin-1-carbonyl]phenyl}-1,2-oxazol-5-yl)-1H-indazol